NC(C)(C)C1=CC(=NC(=C1)C1=CC=C(C=C1)F)NC1[C@@H]2CN(C[C@H]12)C(=O)C=1C=CC=2N(C1)C=C(N2)C ((1R,5S,6s)-6-((4-(2-aminopropan-2-yl)-6-(4-fluorophenyl)pyridin-2-yl)amino)-3-azabicyclo[3.1.0]hexan-3-yl)(2-methylimidazo[1,2-a]pyridin-6-yl)methanone